C(C(C)C)(=O)OC1=C(C=C(C=C1)CO)[C@H](CCN(C(C)C)C(C)C)C1=CC=CC=C1 2-[(1R)-3-(diisopropylamino)-1-phenylpropyl]-4-(hydroxymethyl)phenyl isobutyrate